N1(C=NC=C1)C=1C=C2C(=C(N1)C(=O)O)SC=C2 5-(1H-imidazol-1-yl)thieno[2,3-c]pyridine-7-carboxylic acid